NC1=NC=CC2=C1C(=CO2)C=2C(=C(C=CC2)NS(=O)(=O)C2=C(C=C(C(=C2)Cl)OC)F)F N-[3-(4-amino-furo[3,2-c]pyridin-3-yl)-2-fluoro-phenyl]-5-chloro-2-fluoro-4-methoxy-benzenesulfonamide